(3S*,4R*)-4-(3-fluoro-5-methoxypyridin-2-yl)-2-oxopyrrolidine-3-carboxylic acid methyl ester COC(=O)[C@@H]1C(NC[C@@H]1C1=NC=C(C=C1F)OC)=O |o1:4,8|